2-{2-O-[tert-butyl(dimethyl)silyl]-3-O-(dihydroxyphosphanyl)-β-D-ribofuranosyl}-2,7,8,9-tetrahydro-6-oxa-2,3,5-triazabenzo[cd]azulene [Si](C)(C)(C(C)(C)C)O[C@H]1[C@@H](O[C@@H]([C@H]1OP(O)O)CO)N1C=C2CCCOC=3C2=C1N=CN3